(S)-3-((6-methylquinolin-5-yl)amino)pyrrolidine-1-carboxylic acid tert-butyl ester C(C)(C)(C)OC(=O)N1C[C@H](CC1)NC1=C2C=CC=NC2=CC=C1C